butyl-2-(pyridin-4-yl)pyrido[3,4-d]pyrimidin-4-amine C(CCC)C1=CN=CC=2N=C(N=C(C21)N)C2=CC=NC=C2